BrC1=CC=CC=2CNCCCC21 6-bromo-2,3,4,5-tetrahydro-1H-benzo[C]azepine